C(C1=CC=CC=C1)OC[C@H]1N(CC[C@@H]1C(N(C)[C@H](C(=O)OC)C(C)C)=O)C(=O)OC(C)(C)C tert-butyl (2S,3S)-2-((benzyloxy)methyl)-3-(((S)-1-methoxy-3-methyl-1-oxobutan-2-yl)(methyl)carbamoyl)pyrrolidine-1-carboxylate